BrC=1C=NC(=NC1)OCCOCCO 2-(((5-bromopyrimidin-2-yl)oxy)ethoxy)ethan-1-ol